CN(C1CN(C1)C1=NC2=C(N1C(=O)NCC#CC(C)C)C=CC=C2)C (3-(Dimethylamino)azetidin-1-yl)-N-(4-methylpent-2-yn-1-yl)-1H-benzo[d]imidazole-1-carboxamide